Benzyl (4-((4-(2-(2,6-dioxopiperidin-3-yl)-6-fluoro-1-oxoisoindolin-4-yl)-piperidin-1-yl)methyl)phenyl)carbamate O=C1NC(CCC1N1C(C2=CC(=CC(=C2C1)C1CCN(CC1)CC1=CC=C(C=C1)NC(OCC1=CC=CC=C1)=O)F)=O)=O